COC1=CC2=C(N=C(O2)C=2C(=C(C=CC2)C2=CC(=CC=C2)OCCCN2CCOCC2)C)C=C1CN(C)C 1-(6-methoxy-2-(2-methyl-3'-(3-morpholinopropoxy)-[1,1'-biphenyl]-3-yl)benzo[d]oxazol-5-yl)-N,N-dimethylmethylamine